(2S,4R)-4-fluoro-N-[(S)-[3-fluoro-4-(propan-2-yl)phenyl](phenyl)methyl]-1-[2-(pyridin-4-yl)acetyl]pyrrolidine-2-carboxamide F[C@@H]1C[C@H](N(C1)C(CC1=CC=NC=C1)=O)C(=O)N[C@@H](C1=CC=CC=C1)C1=CC(=C(C=C1)C(C)C)F